C(C)(C)(C)OC(=O)NC1(CCN(CC1)C1=C2C(=NC=C1)N(C=C2C=2C=NC=NC2)COCC[Si](C)(C)C)C(=O)O 4-(tert-Butoxycarbonylamino)-1-[3-pyrimidin-5-yl-1-(2-trimethylsilylethoxymethyl)-pyrrolo[2,3-b]pyridin-4-yl]piperidine-4-carboxylic acid